distearylaminoglycyl-carboxyspermine C(CCCCCCCCCCCCCCCCC)N(CCCCCCCCCCCCCCCCCC)NCC(=O)N(CCCNCCCCNCCCN)C(=O)O